IC=1C(=C(C=C2C(NC(NC12)=O)=O)C(F)(F)F)C=1SC(=CN1)C(F)(F)F 8-iodo-6-(trifluoromethyl)-7-(5-(trifluoromethyl)thiazol-2-yl)quinazoline-2,4(1H,3H)-dione